1-{[(1S,2S,5R)-6,6-dichloro-4-oxo-3-azabicyclo[3.1.0]hex-2-yl]methoxy}-7-methoxyisoquinoline-6-carboxamide ClC1([C@H]2C(N[C@@H]([C@@H]12)COC1=NC=CC2=CC(=C(C=C12)OC)C(=O)N)=O)Cl